C(C)O/C=C/C(CC#N)(C(F)(F)F)O (E)-5-ethoxy-3-hydroxy-3-(trifluoromethyl)pent-4-enenitrile